CC1=CC2=C(B(OC2)O)C=C1O 5-methylbenzo[c][1,2]oxaborole-1,6(3H)-diol